C(#N)C1=CNC2=C(C=CC(=C12)C)NS(=O)(=O)C=1C=NN(C1)C(=C)CF N-(3-Cyano-4-methyl-1H-indol-7-yl)-1-[1-(fluoromethyl)vinyl]pyrazol-4-sulfonamid